COC(=O)C=1C2=C(C=CC1)NC(C21CCN(CC1)CC1=CC=CC=C1)=O benzyl-2-oxospiro[indoline-3,4'-piperidine]-4-Carboxylic acid methyl ester